Calcium ammonium citrat C(CC(O)(C(=O)[O-])CC(=O)[O-])(=O)[O-].[NH4+].[Ca+2]